Ethyl (R)-4,5,6,7-tetrahydro-1H-benzo[d][1,2,3]triazole-5-carboxylate N1N=NC2=C1CC[C@H](C2)C(=O)OCC